3-(2,3,4,5-tetrafluorophenoxy)azetidine FC1=C(OC2CNC2)C=C(C(=C1F)F)F